FC=1C=C2N(CCN(C2=CC1)C(C(C)N1CCCC1)=O)C1=CC=C(C=C1)F 1-(6-fluoro-4-(4-fluorophenyl)-3,4-dihydroquinoxalin-1(2H)-yl)-2-(pyrrolidin-1-yl)propane-1-one